3-methoxy-N-methyl-4-(3-(methylamino)-6-(pyrazolo[1,5-a]pyrimidin-3-yl)-1H-pyrazolo[4,3-c]pyridin-1-yl)benzenesulfonamide COC=1C=C(C=CC1N1N=C(C=2C=NC(=CC21)C=2C=NN1C2N=CC=C1)NC)S(=O)(=O)NC